C(C)[C@@H]1CN(C[C@@H]1C1=CN=C2N1C1=C(N=C2)NC=C1)C(=O)NCC(F)(F)F (3S,4R)-3-ethyl-4-(3H-imidazo[1,2-a]pyrrolo[2,3-e]-pyrazin-8-yl)-N-(2,2,2-trifluoroethyl)pyrrolidine-1-carboxamide